NC=1C(=NC(=NC1)Cl)NC1(CCN(CC1)C(=O)O)C#N.ClC1=NC=C2NC(N(C2=N1)C1(CCN(CC1)C(=O)OC(C)(C)C)C#N)=O tert-butyl 4-(2-chloro-8-oxo-7,8-dihydro-9H-purin-9-yl)-4-cyanopiperidine-1-carboxylate 4-((5-Amino-2-chloropyrimidin-4-yl)amino)-4-cyanopiperidine-1-carboxylate